allyl 2-(((tert-butyldimethylsilyl) oxy) methyl)-5-nitrobenzoate [Si](C)(C)(C(C)(C)C)OCC1=C(C(=O)OCC=C)C=C(C=C1)[N+](=O)[O-]